2-(2,6-dioxo-3-piperidinyl)-5,6-difluoro-isoindoline-1,3-dione O=C1NC(CCC1N1C(C2=CC(=C(C=C2C1=O)F)F)=O)=O